C(C1=CC=CC=C1)OC=1C=CC2=C(C(=C(O2)C)C(=O)N[C@H]2C[C@@H]3N(C(CN(C3=O)C)=O)C2)C1 5-(benzyloxy)-2-methyl-N-((7S,8aS)-2-methyl-1,4-dioxooctahydropyrrolo[1,2-a]pyrazin-7-yl)benzofuran-3-carboxamide